methyl 2-amino-3-(2-fluorobenzoyl)-4h,5h,6h-cyclopenta[b]thiophene-5-carboxylate NC1=C(C2=C(S1)CC(C2)C(=O)OC)C(C2=C(C=CC=C2)F)=O